tricyclo[5.2.1.02,5]dec-3,7-diene C12C3C=CC3CC(=CC1)C2